[Nb].[Ce].[Ti].[In] indium titanium cerium niobium